CC1(CCNC(OC1)=O)C 6,6-dimethyl-1,3-oxazepan-2-one